6-[4-(fluoromethyl)phenyl]-N-[(2S)-1-hydroxyprop-2-yl]-3-oxo-2-(pyridin-3-yl)-2,3-dihydropyridazine-4-carboxamide FCC1=CC=C(C=C1)C=1C=C(C(N(N1)C=1C=NC=CC1)=O)C(=O)N[C@H](CO)C